C1(CCCC1)C1=CC(=NN1)NC1=CC=C2C(=N1)C=C(O2)CO (5-((5-cyclopentyl-1H-pyrazol-3-yl)amino)furo[3,2-b]pyridin-2-yl)methanol